C(C)NS(=O)(=O)C=1C=C2C(=CC=NC2=CC1OC)OC1=CC=C(C=C1)NC(=O)C1(CC1)C(=O)NC1=CC=C(C=C1)F 1-N-[4-[6-(ethylsulfamoyl)-7-methoxyquinolin-4-yl]oxyphenyl]-1-N'-(4-fluorophenyl)cyclopropane-1,1-dicarboxamide